C(#N)C=1C=C2C(=CC1)NC(C21CCN(CC1)CCOC1=CC(=C(C(=C1)F)N(S(=O)(=O)C)C)F)=O N-[4-(2-{5-cyano-2-oxo-1,2-dihydrospiro[indole-3,4'-piperidin]-1'-yl}ethoxy)-2,6-difluorophenyl]-N-methylmethanesulfonamide